1-(3-methylphenyl)piperazine CC=1C=C(C=CC1)N1CCNCC1